[(S)-oxolan-2-yl]methanamine O1[C@@H](CCC1)CN